ethoxy-4-methyl-5-methylsulfanyl-6-[1-methyl-5-(trifluoromethyl)benzimidazol-2-yl]pyridine-2-carboxamidine C(C)OC=1C(=NC(=C(C1C)SC)C1=NC2=C(N1C)C=CC(=C2)C(F)(F)F)C(=N)N